1-(7-((2-((2-Methoxy-4-(4-methylpiperazin-1-yl)phenyl)amino)pyridin-4-yl)amino)indolin-1-yl)propan-1-one COC1=C(C=CC(=C1)N1CCN(CC1)C)NC1=NC=CC(=C1)NC=1C=CC=C2CCN(C12)C(CC)=O